NC=1C=CC2=C3C=CC(=CC3=C([N+](=C2C1)CCCCCCC1=CN=NN1CCNC=1C2=CC=CC=C2N=C2CCCCC12)C1=CC=CC=C1)N 3,8-diamino-6-phenyl-5-[6-[1-[2-[(1,2,3,4-tetrahydro-9-acridinyl)amino]-ethyl]-1h-1,2,3-triazol-5-yl]hexyl]-phenanthridinium